CNC=1N=CC(=C2C=C(N=CC12)NC(=O)C1CC1)C1=CC=C(C=C1)OC=1C=NC=CC1 N-(8-(methylamino)-5-(4-(pyridin-3-yloxy)phenyl)-2,7-naphthyridin-3-yl)cyclopropanecarboxamide